tert-butyl (2R)-4-(3-acetoxyprop-1-yn-1-yl)-4-hydroxy-2-methylpiperidine-1-carboxylate C(C)(=O)OCC#CC1(C[C@H](N(CC1)C(=O)OC(C)(C)C)C)O